1-(2-Nitro-6,7-dihydropyrazolo[1,5-a]pyrazin-5(4H)-yl)ethanone [N+](=O)([O-])C1=NN2C(CN(CC2)C(C)=O)=C1